CN(C)CCCO N,N-dimethyl-3-hydroxy-1-propyl-amine